(S)-3-amino-2-(3,4-dichlorophenyl)-1-(4-((5R,7S)-7-hydroxy-5-methyl-6,7-dihydro-5H-cyclopenta[d]pyrimidin-4-yl)piperazin-1-yl)propan-1-one NC[C@@H](C(=O)N1CCN(CC1)C=1C2=C(N=CN1)[C@H](C[C@H]2C)O)C2=CC(=C(C=C2)Cl)Cl